CN(C(C(=C)C1CCOCC1)=O)C=1C=C2C(=NC1)NC(=N2)C2=NNC=1C[C@@]3([C@H](CC21)C3)C (R)-N-Methyl-N-(2-((4aS,5aR)-5a-methyl-1,4,4a,5,5a,6-hexahydrocyclopropa[f]indazol-3-yl)-3H-imidazo[4,5-b]pyridin-6-yl)-2-(tetrahydro-2H-pyran-4-yl)propenamide